FC1(CC(C1)OC1=CC(=NC(=N1)C(C)(F)F)NC1=CC(=NC=C1OC)NC(C)=O)F N-(4-((6-(3,3-difluorocyclobutoxy)-2-(1,1-difluoroethyl)pyrimidin-4-yl)amino)-5-methoxypyridin-2-yl)acetamide